ClC=1C=C2C(=NC(N(C2=CC1C1=C2C=NNC2=CC=C1C)C1=C(C=NC=C1)C1CC1)=O)N1[C@H](CN(CC1)C(C=C)=O)C 6-chloro-1-(3-cyclopropyl-4-pyridinyl)-7-(5-methyl-1H-indazol-4-yl)-4-((2S)-2-methyl-4-(2-propenoyl)-1-piperazinyl)-2(1H)-quinazolinone